N-(4-(2-(4-fluorophenyl)but-3-yn-2-yl)thiazol-2-yl)-3-(piperazin-1-ylmethyl)azetidine-1-carboxamide FC1=CC=C(C=C1)C(C)(C#C)C=1N=C(SC1)NC(=O)N1CC(C1)CN1CCNCC1